tungsten-nickel oxygen [O].[Ni].[W]